ethyl vanillin isobutyrate C(C(C)C)(=O)O.O=CC1=CC(OCC)=C(O)C=C1